CC1=C(C(=C2C=NN(C2=C1)C1OCCCC1)C=1C2=C(N=CN1)C1=C(N=C(N=C1O)SC)S2)C(F)(F)F 4-(6-methyl-1-(tetrahydro-2H-pyran-2-yl)-5-(trifluoromethyl)-1H-indazol-4-yl)-7-(methylthio)thieno[2,3-d:4,5-d']dipyrimidin-9-ol